C(C)(C)OC1=CC(=NN1C1=CC=C(C=C1)CN)C(F)(F)F 1-[4-[5-isopropoxy-3-(trifluoromethyl)pyrazol-1-yl]phenyl]methylamine